6-(4-([1,1'-biphenyl]-4-ylmethyl)thiophene-3-carboxamido)spiro[3.3]heptane-2-carboxylic acid C1(=CC=C(C=C1)CC=1C(=CSC1)C(=O)NC1CC2(CC(C2)C(=O)O)C1)C1=CC=CC=C1